C(CCC)C1=C(C(=C(C(=N1)O)C(=O)N(C)CCNC1=NC=C(C=C1F)Cl)O)C1=C(C=CC=C1OC)OC 6-butyl-N-{2-[(5-chloro-3-fluoropyridin-2-yl)amino]ethyl}-5-(2,6-dimethoxyphenyl)-2,4-dihydroxy-N-methylpyridine-3-carboxamide